OCC=CC1=CC(=C(C(=C1)OC)O)OC 4-(3-hydroxyprop-1-enyl)-2,6-dimethoxyphenol